6-Fluoro-1-methyl-2-(6-trifluoromethoxy-benzothiazol-2-ylamino)-1H-benzoimidazole-5-carboxylic acid [2-(2-hydroxy-ethoxy)-ethyl]-amide OCCOCCNC(=O)C1=CC2=C(N(C(=N2)NC=2SC3=C(N2)C=CC(=C3)OC(F)(F)F)C)C=C1F